C[C@@H]1CN(CCN1CC=1N=NC=CC1)C(=O)OC(C)(C)C (R)-tert-butyl 3-methyl-4-(pyridazin-3-ylmethyl)piperazine-1-carboxylate